(S)-1-(tert-butoxycarbonyl)-3,3-dimethylazetidine-2-carboxylic acid C(C)(C)(C)OC(=O)N1[C@@H](C(C1)(C)C)C(=O)O